The molecule is a class I yanuthone that is 7-deacetoxyyanuthone A in which the methyl group attached to the epoxy-cyclohexenone ring has been oxidised to the corresponding hydroxymethyl group. It has a role as an Aspergillus metabolite. It is a class I yanuthone, a secondary alcohol and a primary alcohol. It derives from a 7-deacetoxyyanuthone A. CC(=CCC/C(=C/CC/C(=C/C[C@]12[C@H](O1)[C@@H](C(=CC2=O)CO)O)/C)/C)C